2-(2-vinylphenyl)ethyltrimethoxysilane C(=C)C1=C(C=CC=C1)CC[Si](OC)(OC)OC